Tert-butyl 5-(1-(tert-butoxycarbonyl) azetidin-3-yl)-7-nitro-3,4-dihydroisoquinoline-2(1H)-carboxylate C(C)(C)(C)OC(=O)N1CC(C1)C1=C2CCN(CC2=CC(=C1)[N+](=O)[O-])C(=O)OC(C)(C)C